ClC=1C=C(C=CC1)SCC=1C=C(C=CC1)B(O)O (3-([(3-CHLOROPHENYL)SULFANYL]METHYL)PHENYL)BORANEDIOL